2-(2-((1-methyl-9-(1,2,3,6-tetrahydropyridin-4-yl)-6,7-dihydro-5H-benzo[c][1,2,3]triazolo[1,5-a]azepin-7-yl)amino)phenyl)acetonitrile 2,2,2-trifluoroacetate FC(C(=O)O)(F)F.CC=1N=NN2C1C1=C(C(CC2)NC2=C(C=CC=C2)CC#N)C=C(C=C1)C=1CCNCC1